6-((1-acetylpiperidin-4-yl)(methyl)amino)pyrimidine-4-carboxylic acid C(C)(=O)N1CCC(CC1)N(C1=CC(=NC=N1)C(=O)O)C